((S)-1-(((S)-4-(cyclopropylamino)-3,4-dioxo-1-(2-oxo-1,2-dihydropyridin-3-yl)butan-2-yl)amino)-1-oxohexan-2-yl)carbamic acid C1(CC1)NC(C([C@H](CC=1C(NC=CC1)=O)NC([C@H](CCCC)NC(O)=O)=O)=O)=O